(E)-3-(1H-Indazol-6-yl)-N-(3-methylchroman-4-yl)acrylamid N1N=CC2=CC=C(C=C12)/C=C/C(=O)NC1C(COC2=CC=CC=C12)C